(1R)-N-(1,9-Dimethyl-2-oxo-2,3,4,5-tetrahydro-1H-imidazo[1,5-a][1,3]diazepin-3-yl)-1-ethyl-1-methyl-1,3-dihydrofuro[3,4-c]pyridin-6-carboxamid CN1C=2N(CCC(C1=O)NC(=O)C1=CC3=C(C=N1)CO[C@]3(C)CC)C=NC2C